C(C1=CC=CC=C1)SC=1SC=C(N1)C(F)F 2-(benzylthio)-4-(difluoromethyl)thiazole